[N+](=O)([O-])C=1C=C(C(=O)Cl)C=CC1N1CCCC1 3-nitro-4-(pyrrolidin-1-yl)benzoyl chloride